1-(4-bromophenyl)-10-(hydroxymethyl)-8-(4-phenylpyridin-2-yl)-9,10-dihydrophenanthren-4-ol BrC1=CC=C(C=C1)C1=CC=C(C=2C3=CC=CC(=C3CC(C12)CO)C1=NC=CC(=C1)C1=CC=CC=C1)O